[Cl-].C[N+](CC=O)(C)C N,N,N-trimethyl-2-oxoethanaminium chloride